C1(=CC=CC=C1)/C(=C(\CC)/C1=CC=CC=C1)/C1=CC=C(OCCN(C)CC2=CC=C(C=C2)C=2N=NN(C2)CCCCCN2C(=C(C(C=C2)=O)O)CC)C=C1 (Z)-1-(5-(4-(4-(((2-(4-(1,2-diphenylbut-1-en-1-yl)phenoxy)ethyl)(methyl)amino)methyl)phenyl)-1H-1,2,3-triazol-1-yl)pentyl)-2-ethyl-3-hydroxypyridin-4(1H)-one